C1(CCCCCC1)N1N=CC(=C1)C=1C(=C(C(=CC1)O)N1CC(NS1(=O)=O)=O)F 5-(3-(1-cycloheptyl-1H-pyrazol-4-yl)-2-fluoro-6-hydroxyphenyl)-1,2,5-thiadiazolidin-3-one 1,1-dioxide